(2S)-2-fluoro-2-[[(2S,5R)-3-methyl-7-oxo-2-(2-sulfamoylethoxycarbamoyl)-1,6-diazabicyclo[3.2.1]oct-3-en-6-yl]oxy]acetic acid ethyl ester C(C)OC([C@@H](ON1[C@@H]2C=C([C@H](N(C1=O)C2)C(NOCCS(N)(=O)=O)=O)C)F)=O